CC1=C(C=C(C=C1)NC1=C(C=NC2=CC=C(C=C12)C1=CC=C(C=C1)NS(=O)(=O)C)C(=O)OCC)[N+](=O)[O-] Ethyl 4-(4-methyl-3-nitrophenylamino)-6-(4-(methylsulfonamido)phenyl)quinoline-3-carboxylate